N-tert-Butyl-4-(indane-1-carbonyl-amino)pyridine-2-carboxamide C(C)(C)(C)NC(=O)C1=NC=CC(=C1)NC(=O)C1CCC2=CC=CC=C12